(1-amino-4-chloronaphthalen-2-yl)-[7-fluoro-2-(oxan-2-yl)indazol-4-yl]methanone NC1=C(C=C(C2=CC=CC=C12)Cl)C(=O)C=1C2=CN(N=C2C(=CC1)F)C1OCCCC1